C(C(C)C)N1C(C(=CC(=C1)C=1NC2=CC=C(C=C2C1C(C)C)C1CCN(CC1)C1CCOCC1)C)=O 1-isobutyl-5-(3-isopropyl-5-(1-(tetrahydro-2H-pyran-4-yl)piperidin-4-yl)-1H-indol-2-yl)-3-methylpyridin-2(1H)-one